N-((3S,4S)-1,3-dimethylpiperidin-4-yl)-1-(4-fluorobenzyl)cyclopropane-1-carboxamide CN1C[C@@H]([C@H](CC1)NC(=O)C1(CC1)CC1=CC=C(C=C1)F)C